6-chloro-8-((1S,2S)-2-phenylcyclopropyl)-imidazo[1,2-b]pyridazine ClC=1C=C(C=2N(N1)C=CN2)[C@@H]2[C@H](C2)C2=CC=CC=C2